(R)-N-((S)-3-(3,4-dihydroisoquinolin-2(1H)-yl)-2-hydroxypropyl)-3-(tetrahydro-2H-pyran-4-yl)piperidine-1-carboxamide C1N(CCC2=CC=CC=C12)C[C@H](CNC(=O)N1C[C@H](CCC1)C1CCOCC1)O